C(CCNC([C@@H](O)C(C)(C)CO)=O)(=O)[O-] D-(+)-pantothenate